C(C)(C)(C)C1NC(CC12CNCCC2)=O tert-butyl-3-oxo-2,7-diazaspiro[4.5]decane